O[C@@H](C)C=1C=C(C=C2C(C(=C(OC12)C1COC1)C)=O)C 8-[(1S)-1-Hydroxyethyl]-3,6-dimethyl-2-(oxetan-3-yl)chromen-4-one